NC1=NC=2C(=CC=CC2C=2N1C=C(N2)C(=O)N2C1CCCC2CC1)OC (5-amino-7-methoxyimidazo[1,2-c]quinazolin-2-yl)(8-azabicyclo[3.2.1]octan-8-yl)methanone